C1(CCCCC1)[C@H](C)OC1=C(C(=O)NC=2C=NC=CC2C)C=C(C(=C1)N1N=C2N(CCCC2)C1=O)F 2-[(1S)-1-cyclohexylethoxy]-5-fluoro-N-(4-methylpyridin-3-yl)-4-(3-oxo-5,6,7,8-tetrahydro[1,2,4]triazolo[4,3-a]pyridin-2(3H)-yl)benzamide